[C@@H]1([C@H](C([C@H]([C@@H](C1O)OP(=O)(O)O)OP(=O)(O)O)OP(=O)(O)O)OP(=O)(O)O)OP(=O)(O)O The molecule is a myo-inositol pentakisphosphate comprising 1D-myo-inositol having the five phosphate groups placed in the 1-' 2-' 4-, 5- and 6-positions. It derives from a myo-inositol. It is a conjugate acid of a 1D-myo-inositol 1,2,4,5,6-pentakisphosphate(10-).